C(C)(=O)C1=CC=C(CNC=2C=CC(=C(C2)S(=O)(=O)Cl)OCC)C=C1 5-(4-acetyl-benzyl-amino)-2-ethoxybenzenesulfonyl chloride